(2-((2-((3-amino-4-(4-methylpiperazin-1-yl)phenyl)amino)-5-chloropyrimidin-4-yl)amino)phenyl)dimethylphosphine NC=1C=C(C=CC1N1CCN(CC1)C)NC1=NC=C(C(=N1)NC1=C(C=CC=C1)P(C)C)Cl